N-(n-butyl)benzenesulphonamide C(CCC)NS(=O)(=O)C1=CC=CC=C1